7-(6-methoxy-5-{3-[(4-methoxyphenyl)methyl]piperidine-1-carbonyl}pyridin-3-yl)-[1,2,4]triazolo[1,5-a]pyridin-2-amine COC1=C(C=C(C=N1)C1=CC=2N(C=C1)N=C(N2)N)C(=O)N2CC(CCC2)CC2=CC=C(C=C2)OC